6-(4-cyclopropyl-6-methoxypyrimidin-5-yl)-1-(1-(4-(1-isopropyl-4-(trifluoromethyl)-1H-imidazol-2-yl)phenyl)cyclopropyl)-1H-pyrazolo[3,4-d]pyrimidine C1(CC1)C1=NC=NC(=C1C1=NC=C2C(=N1)N(N=C2)C2(CC2)C2=CC=C(C=C2)C=2N(C=C(N2)C(F)(F)F)C(C)C)OC